CN1C(=CC=2C(=NC(=CC21)C2=CC=C(C=C2)N2CCN(CC2)C2COCC2)C)C2=CC=C(C=C2)S(=O)(=O)C 1,4-Dimethyl-2-(4-(methylsulfonyl)phenyl)-6-(4-(4-(tetrahydrofuran-3-yl)piperazin-1-yl)phenyl)-1H-pyrrolo[3,2-c]pyridin